ClC=1C(=NC(=NC1)NC1CCN(CC1)S(=O)(=O)CC)C1=CC2=C(N=C3N2CCCN3C)C(=C1)F 5-chloro-N-(1-(ethylsulfonyl)piperidin-4-yl)-4-(9-fluoro-1-methyl-1,2,3,4-tetrahydrobenzo[4,5]imidazo[1,2-a]pyrimidin-7-yl)pyrimidin-2-amine